3-chloro-N-(3-(3,3-dimethylbutyl)-4-oxo-3,4-dihydroquinazolin-5-yl)-4-hydroxybenzamide ClC=1C=C(C(=O)NC2=C3C(N(C=NC3=CC=C2)CCC(C)(C)C)=O)C=CC1O